4,5-dihydro-4-hydroxy-5-hydroxymethyl-2-furancarboxylic acid OC1C=C(OC1CO)C(=O)O